OCC1C(N(C1)C(=O)OCCCC)C butyl 3-(hydroxymethyl)-2-methylazetidine-1-carboxylate